(6-cyclopropyl-2-(((5-(methoxymethyl)-2-((1S*)-2-(4-methylpyrimidin-2-yl)cyclopropyl)quinolin-7-yl)amino)methyl)imidazo[1,2-a]pyridin-8-yl)-3-methylimidazolidine-2,4-dione C1(CC1)C=1C=C(C=2N(C1)C=C(N2)CNC2=CC(=C1C=CC(=NC1=C2)[C@@H]2C(C2)C2=NC=CC(=N2)C)COC)N2C(N(C(C2)=O)C)=O |o1:24|